(4-chlorophenoxy)-1-(thien-2-yl)-N-methylpropylamine hydrochloride Cl.ClC1=CC=C(ON(C)C(CC)C=2SC=CC2)C=C1